(R)-3-(3-(2-Fluoro-5-(4,4,5,5-tetramethyl-1,3,2-dioxaborolan-2-yl)phenyl)isoxazol-5-yl)-3-hydroxy-1-methylpyrrolidin-2-one FC1=C(C=C(C=C1)B1OC(C(O1)(C)C)(C)C)C1=NOC(=C1)[C@]1(C(N(CC1)C)=O)O